CC1=C(C=CC=C1C)C1C(=O)OCC1 (2,3-dimethylphenyl)-γ-butyrolactone